N-(1-AMINO-1,2-DIOXOHEX-5-EN-3-YL)-1-METHYL-3-PHENYL-1H-PYRAZOLE-4-CARBOXAMIDE NC(C(C(CC=C)NC(=O)C=1C(=NN(C1)C)C1=CC=CC=C1)=O)=O